CN1CCN(CC1)CCOC=1NC=C(N1)C 1-methyl-4-(2-((4-methyl-1H-imidazol-2-yl)oxy)ethyl)piperazine